1-[(2,4-dimethylpyrimidin-5-yl)(oxan-4-yl)sulfamoyl]-3-(1,2,3,5,6,7-hexahydro-s-indacen-4-yl)urea Sodium Salt [Na].CC1=NC=C(C(=N1)C)N(S(=O)(=O)NC(=O)NC1=C2CCCC2=CC=2CCCC12)C1CCOCC1